4-((2'S,3S,4'S,5'R)-1-(3-(1H-imidazol-4-yl)propyl)-6-chloro-4'-(3-chloro-2-Fluorophenyl)-2'-neopentylspiro[indoline-3,3'-pyrrolidine]-5'-carboxamido)-3-methoxybenzoic acid N1C=NC(=C1)CCCN1C[C@@]2([C@@H](N[C@H]([C@@H]2C2=C(C(=CC=C2)Cl)F)C(=O)NC2=C(C=C(C(=O)O)C=C2)OC)CC(C)(C)C)C2=CC=C(C=C12)Cl